OCCN1N=C(C=C1)CN1C(C2=CC=C(C=C2C=N1)S(=O)(=O)C1=CC2=C(OCCN2C(=O)OC(C)(C)C)C=C1)=O tert-butyl 6-((2-((1-(2-hydroxyethyl)-1H-pyrazol-3-yl)methyl)-1-oxo-1,2-dihydrophthalazin-6-yl)sulfonyl)-2,3-dihydro-4H-benzo[b][1,4]oxazine-4-carboxylate